ClC=1C=C(C=CC1)C(C(CC(=O)N[C@H](C(=O)N[C@H](C(=O)OC)C[C@H]1C(NCC1)=O)CCCC)(C1=CC=CC=C1)O)(C)C methyl (2S)-2-((2S)-2-(4-(3-chlorophenyl)-3-hydroxy-4-methyl-3-phenylpentanamido) hexanamido)-3-((S)-2-oxopyrrolidin-3-yl)propanoate